C1=CC=C(C=C1)NC2=NN=CC3=CC=CC=C32 Anilinophthalazine